1-((2-((2,2'-dichloro-3'-(5-formyl-6-methoxypyridin-2-yl)-[1,1'-biphenyl]-3-yl)amino)-3-fluoropyridin-4-yl)methyl)-N,N-dimethylpiperidine-4-carboxamide ClC1=C(C=CC=C1NC1=NC=CC(=C1F)CN1CCC(CC1)C(=O)N(C)C)C1=C(C(=CC=C1)C1=NC(=C(C=C1)C=O)OC)Cl